C(C)(=O)OC=CC 2-methyl-vinyl acetate